BrC=1C(N(N=CC1OC)CC1=CC=C(C=C1)OC)=O 4-Bromo-5-methoxy-2-(4-methoxybenzyl)pyridazin-3(2H)-one